[4-(2'-methanesulfonylamino-biphenyl-4-yl)-4-hydroxy-tetrahydro-furan-3-yl]propane-2-sulfonamide CS(=O)(=O)NC1=C(C=CC=C1)C1=CC=C(C=C1)C1(C(COC1)CC(C)S(=O)(=O)N)O